5-(N-(4-(2-((7-amino-2-(furan-2-yl)-[1,2,4]triazolo[1,5-a][1,3,5]triazin-5-yl)amino)ethyl)phenyl)sulfamoyl)-3-chloro-2-hydroxybenzamide NC1=NC(=NC=2N1N=C(N2)C=2OC=CC2)NCCC2=CC=C(C=C2)NS(=O)(=O)C=2C=C(C(=C(C(=O)N)C2)O)Cl